N,N-dimethyl-2-[3-methyl-6-(2-methylthiazol-5-yl)-2-oxo-imidazo[4,5-b]pyridin-1-yl]acetamide CN(C(CN1C(N(C2=NC=C(C=C21)C2=CN=C(S2)C)C)=O)=O)C